3-(6-fluoro-5-(piperazine-1-yl)-1H-indazol-1-yl)piperazine-2,6-dione FC1=C(C=C2C=NN(C2=C1)C1C(NC(CN1)=O)=O)N1CCNCC1